[Ag].[Cu].[Pt].[Pd] palladium-platinum-copper-silver